N1(CCCCCC1)CCNC(=O)C1CCN(CC1)C1=NN=C(C=2C1=NN(C2C)C2=CC=CC=C2)C N-(2-(azepan-1-yl)ethyl)-1-(3,4-dimethyl-2-phenyl-2H-pyrazolo[3,4-d]pyridazin-7-yl)piperidine-4-carboxamide